1-(3-bromo-4-methoxyphenyl)-3-(trifluoromethyl)-1,2,4-triazole BrC=1C=C(C=CC1OC)N1N=C(N=C1)C(F)(F)F